L-valyl-N5-carbamoyl-N-[4-(hydroxymethyl)phenyl]-L-ornithinamide N[C@@H](C(C)C)C(=O)N[C@@H](CCCNC(N)=O)C(=O)NC1=CC=C(C=C1)CO